OC1OC(C2=C1C(=CC=C2)[N+](=O)[O-])=O 3-hydroxy-4-nitro-1,3-dihydro-2-benzofuran-1-one